C1(CC1)N1N=CC(=C1)C1=C(N)C(=CC=C1)F 2-(1-cyclopropyl-1H-pyrazol-4-yl)-6-fluoroaniline